ClC1=CC=C(C=C1)C=1C=C(C(N(N1)C=1C=NC=CC1)=O)C(=O)N[C@H](CO)C1CC1 6-(4-chlorophenyl)-N-[(1S)-1-cyclopropyl-2-hydroxyethyl]-3-oxo-2-(pyridin-3-yl)-2,3-dihydropyridazine-4-carboxamide